7-(benzyloxy)-8-bromo-2-phenyl-4H-chromen-4-one C(C1=CC=CC=C1)OC1=CC=C2C(C=C(OC2=C1Br)C1=CC=CC=C1)=O